C[C@H]1CN(CCN1CC1OCC1)CC1=CC=2N(C=C1)N=CC2N2C(NC(CC2)=O)=O 1-(5-(((3S)-3-methyl-4-(oxetan-2-ylmethyl)piperazin-1-yl)methyl)pyrazolo[1,5-a]pyridin-3-yl)dihydropyrimidine-2,4(1H,3H)-dione